N,N'-di-t-butyl-N-(dimethylmethoxysilylmethyl)ethylenediamine C(C)(C)(C)N(CCNC(C)(C)C)C[Si](OC)(C)C